CN1C(N=CC=C1)=O 1-methyl-2-oxo-1,2-dihydropyrimidin